(S)-2-amino-3-(2-oxo-1,2-dihydropyridin-3-yl)propionamide hydrochloride Cl.N[C@H](C(=O)N)CC=1C(NC=CC1)=O